4-[3-Chloro-4-(trifluoromethyl)phenoxy]piperidine ClC=1C=C(OC2CCNCC2)C=CC1C(F)(F)F